FC=1C=C2C(=CC=NC2=CC1)C1CCC2(CC2C(=O)N)CC1 6-(6-fluoroquinolin-4-yl)spiro[2.5]octane-1-carboxamide